4-chloro-2-methyl-1-(4-nitrophenoxy)benzene ClC1=CC(=C(C=C1)OC1=CC=C(C=C1)[N+](=O)[O-])C